C(C)NC(=O)N1[C@@H]([C@@]2(COCC(N2)=O)CCC1)CO[C@@H]1CC[C@@H](CC1)C1=CC=CC=C1 (6R,7S)-N-ethyl-2-oxo-7-({[(cis)-4-phenylcyclohexyl]oxy}methyl)-4-oxa-1,8-diazaspiro[5.5]undecane-8-carboxamide